CC1(OCCN(C1)C1=NC2=CC=C(C=C2C=C1)CN1C[C@H](CC1)OC=1C=C2CN(C(C2=CC1)=O)C1C(NC(CC1)=O)=O)C 3-(5-(((S)-1-((2-(2,2-Dimethylmorpholino)quinolin-6-yl)methyl)pyrrolidin-3-yl)oxy)-1-oxoisoindolin-2-yl)piperidine-2,6-dione